2-morpholino-thiazolo[4,5-d]Pyrimidine-7-amine O1CCN(CC1)C=1SC2=C(N=CN=C2N)N1